C(C)(C)(C)OC(=O)NC(C(=O)OC)CO methyl 2-[(tert-butoxycarbonyl)amino]-3-hydroxypropanoate